5-(2-Acetoxyethyl)-2-hydroxy-3-nitrobenzoic acid methyl ester COC(C1=C(C(=CC(=C1)CCOC(C)=O)[N+](=O)[O-])O)=O